NC=1C(=C(C=CC1)C(CNCCCC)O)F 1-(3-Amino-2-fluorophenyl)-2-(butylamino)ethan-1-ol